OCCOC1=C(C=C(C=C1)C(CCC=1N=C(SC1C(C)C)C1=CC=C(C=C1)C(F)(F)F)O)C 1-(4-(2-hydroxyethoxy)-3-methylphenyl)-3-(5-isopropyl-2-(4-(trifluoromethyl)phenyl)thiazol-4-yl)propan-1-ol